3-(trimethoxysilylpropyl)hexane-1,6-diamine CO[Si](OC)(OC)CCCC(CCN)CCCN